N1=NC=CC2=C1C=CS2 thienopyridazine